1-acetyl-6-fluoro-2,2,4-trimethyl-1,2-dihydroquinoline C(C)(=O)N1C(C=C(C2=CC(=CC=C12)F)C)(C)C